N-methyl-N-(2-((4-methoxyphenyl)ethynyl)phenyl)-acrylamide CN(C(C=C)=O)C1=C(C=CC=C1)C#CC1=CC=C(C=C1)OC